C(C)(C)(C)OC(NCC(=C(F)F)CN1N=NN(C1=O)C1=CC=C(C=C1)Br)=O (2-((4-(4-bromophenyl)-5-oxo-4,5-dihydro-1H-tetrazol-1-yl)methyl)-3,3-difluoroallyl)carbamic acid tert-butyl ester